NCCN(C(OCC1=CC=CC=C1)=O)C1CC(CCC1)NC(=O)OCC1=CC=CC=C1 benzyl (2-aminoethyl)(3-(((benzyloxy)carbonyl)amino)cyclohexyl)carbamate